C(CCCCCCC\C=C/CCCCCCCC)(=O)OCCCCCCCC\C=C/C[C@H](O)CCCCCC ricinoleyl oleate